N=1C=NN2C1C=C(C=C2)OC2=C(C=C(C=C2)NC=2C1=C(N=CN2)SC(=C1)C=1C=CC(=C(C1)NC(C=C)=O)N1CCN(CC1)C1COC1)C N-(5-(4-((4-([1,2,4]triazolo[1,5-a]pyridin-7-yloxy)-3-methylphenyl)amino)thieno[2,3-d]pyrimidin-6-yl)-2-(4-(oxetan-3-yl)piperazin-1-yl)phenyl)acrylamide